C(C=C)[C@H]1C=C[C@@H]([C@@H](O1)C=O)OCOC (2R,3S,6S)-6-allyl-3-(methoxymethoxy)-3,6-dihydro-2H-pyran-2-carbaldehyde